C(C)(=O)O[C@H]1[C@H](O[C@H]([C@@H]([C@H]1OC(C)=O)OC(C)=O)OC1=C(C=CC(=C1)CO)N)COC(C)=O (2R,3S,4S,5R,6S)-2-(acetoxymethyl)-6-(2-amino-5-(hydroxymethyl)phenoxy)tetrahydro-2H-pyran-3,4,5-triyl triacetate